[N+](#[C-])CCS(=O)(=O)C1=CC=C(C=C1)C 1-(isocyanoethylsulfonyl)-4-methylbenzene